C1(CC1)C(=C)C=1C(=C2CCCC2=CC1C)NC(=O)C1=C(OC=C1C(C)(C)O)S(=O)(=O)N ((5-(1-cyclopropylvinyl)-6-methyl-2,3-dihydro-1H-inden-4-yl)carbamoyl)-4-(2-hydroxypropan-2-yl)furan-2-sulfonamide